C(CCCCCCCCCCCCC=C)(=O)OC methyl 14-pentadecenoate